D-alanine isopropyl ester-HCl Cl.C(C)(C)OC([C@H](N)C)=O